barium dinonylnaphthalenesulphonate C(CCCCCCCC)C=1C(=C(C2=CC=CC=C2C1)S(=O)(=O)[O-])CCCCCCCCC.[Ba+2].C(CCCCCCCC)C=1C(=C(C2=CC=CC=C2C1)S(=O)(=O)[O-])CCCCCCCCC